N1[C@H](CCCC1)C1=NC=2C(=NC=CC2C2CCN(CC2)C(=O)C2=CC=C(C=C2)OC(F)(F)F)N1 |r| (rac)-[4-[2-(2-piperidyl)-3H-imidazo[4,5-b]pyridin-7-yl]-1-piperidyl]-[4-(trifluoromethoxy)phenyl]methanone